ClC1=NC=C2C(=N1)N(N=C2)C2=NC=CC=C2 6-chloro-1-(pyridin-2-yl)-1H-pyrazolo[3,4-d]pyrimidine